CC1=CC(=NC=C1C)C=1C=C2CN(C(C2=CC1)=O)C1C(NC(CC1)=O)=O 3-(5-(4,5-dimethylpyridin-2-yl)-1-oxoisoindolin-2-yl)piperidine-2,6-dione